FC1=C(C=CC(=C1F)OC)C1=CN=C2N1C=CN=C2NC2=CC(=C(C(=O)NCC1CCNCC1)C=C2)CC 4-[[3-(2,3-Difluoro-4-methoxy-phenyl)imidazo[1,2-a]pyrazin-8-yl]amino]-2-ethyl-N-(4-piperidylmethyl)benzamide